3-(pyrrolidin-1-yl)-5-(1-triphenylmethyl-1H-imidazol-4-yl)pyridine N1(CCCC1)C=1C=NC=C(C1)C=1N=CN(C1)C(C1=CC=CC=C1)(C1=CC=CC=C1)C1=CC=CC=C1